tert-butyl (3R)-3-[[2-(3-aminophenyl)thieno[3,2-c]pyridin-4-yl]-[2-fluoro-4-(1-methyltriazol-4-yl)benzoyl]amino]piperidine-1-carboxylate NC=1C=C(C=CC1)C1=CC=2C(=NC=CC2S1)N([C@H]1CN(CCC1)C(=O)OC(C)(C)C)C(C1=C(C=C(C=C1)C=1N=NN(C1)C)F)=O